Methyl 1-methyl-4-(2-oxo-2,3-dihydro-1H-pyrido[2,3-b][1,4]oxazin-6-yl)-1H-pyrazole-5-carboxylate CN1N=CC(=C1C(=O)OC)C=1C=CC2=C(OCC(N2)=O)N1